C1(CC1)C=1C=C(C=2N(C1)C=C(N2)CN)N2CC(C2)(F)F (6-cyclopropyl-8-(3,3-difluoroazetidin-1-yl)imidazo[1,2-a]pyridin-2-yl)methanamine